C(CC)(=N)N propioamidine